COC(CCN=C=N)OC N-(dimethoxypropyl)carbodiimide